BrC=1C=C2C(=NC1)N(N=C2C(C(=O)OC(C)(C)C)C#N)C tert-butyl 2-(5-bromo-1-methyl-1H-pyrazolo[3,4-b]pyridin-3-yl)-2-cyanoacetate